FC(CCCCCCCCCN(CC#CC1=CC=C(C=C1)C1OC2=CC=C(C=C2C(=C1C1=CC(=CC=C1)O)C)O)C)F 2-(4-{3-[(10,10-Difluorodecyl)methylamino]prop-1-ynyl}phenyl)-3-(3-hydroxyphenyl)-4-methyl-2H-chromen-6-ol